1'-(2-((2-(2,6-dioxopiperidin-3-yl)-1,3-dioxoisoindolin-4-yl)oxy)acetyl)-[4,4'-bipiperidine]-1-carboxylic acid tert-butyl ester C(C)(C)(C)OC(=O)N1CCC(CC1)C1CCN(CC1)C(COC1=C2C(N(C(C2=CC=C1)=O)C1C(NC(CC1)=O)=O)=O)=O